(Z)-1,2-dicyanoethylene C(#N)\C=C/C#N